dodecylphenylboronic acid C(CCCCCCCCCCC)C1=C(C=CC=C1)B(O)O